3-(amino)-2-methylpropanoic acid NCC(C(=O)O)C